(1-methyl-pyrrolidin-3-yl)-acetic acid CN1CC(CC1)CC(=O)O